CC1(C(=O)O)C(C(=CC=C1)C)F 1,3-dimethyl-fluorobenzoic acid